ClC1=C(COC2=CC=C(C=C2)NC2=C(C=NC3=CC=C(C=C23)OC)C(=O)OCC)C=CC=C1 ethyl 4-({4-[(2-chlorobenzyl)oxy]phenyl}amino)-6-methoxy-3-quinolinecarboxylate